Cl[C@](C(=O)O)(O)C1=CC=CC=C1 (R)-chloromandelic acid